FC1=CC=C2C(=CNC(C2=C1F)=O)C(C)N(C(=O)NC1=C(C=CC=C1)F)C 1-(1-(7,8-Difluoro-1-oxo-1,2-dihydroisoquinolin-4-yl)ethyl)-3-(2-fluorophenyl)-1-methylurea